4-(1-propionylindol-5-yl)-N-(pyridazin-3-ylmethyl)benzamide C(CC)(=O)N1C=CC2=CC(=CC=C12)C1=CC=C(C(=O)NCC=2N=NC=CC2)C=C1